2-(3,5-dicyano-6-(dimethylamino)-4-ethylpyridin-2-ylsulfanyl)-2-(3-(2-(dimethylamino)ethoxy)phenyl)acetamide C(#N)C=1C(=NC(=C(C1CC)C#N)N(C)C)SC(C(=O)N)C1=CC(=CC=C1)OCCN(C)C